2-methyl-4-(4'-tert-butylphenyl)indane CC1CC2=CC=CC(=C2C1)C1=CC=C(C=C1)C(C)(C)C